phenyl-11H-benzo[b]fluorene C1(=CC=CC=C1)C1=CC=CC=2C=3C=C4C(=CC3CC12)C=CC=C4